ClC=1C=CC=2N(C3=CC=C(C=C3C2C1)Cl)CC1CCC(CC1)CP(OCC)(OCC)=O diethyl ((4-((3,6-dichloro-9H-carbazol-9-yl)methyl)cyclohexyl)methyl)phosphonate